tert-butyl ((2-(3-(methoxy(4-methyl-4H-1,2,4-triazol-3-yl)methyl)phenyl)-3-oxo-7-(trifluoromethyl)isoindolin-5-yl)methyl)(1-methylcyclobutyl)carbamate COC(C=1C=C(C=CC1)N1CC2=C(C=C(C=C2C1=O)CN(C(OC(C)(C)C)=O)C1(CCC1)C)C(F)(F)F)C1=NN=CN1C